The molecule is a trihydroxyflavanone that is (2S)-flavanone substituted by hydroxy groups at positions 5, 7 and 2' and a methyl group at position 8. Isolated from Pisonia aculeata, it exhibits antitubercular activity. It has a role as an antitubercular agent and a plant metabolite. It derives from a (2S)-flavanone. CC1=C2C(=C(C=C1O)O)C(=O)C[C@H](O2)C3=CC=CC=C3O